CC(CC(C(=O)NC1=CC=C(C=C1)C)N1N=NC=C1)C 4-methyl-N-(p-tolyl)-2-(1H-1,2,3-triazol-1-yl)pentanamide